2,2'-Bis(o-chlorophenyl)-4,4',5,5'-tetraphenyl-1,1'-biimidazol ClC1=C(C=CC=C1)C=1N(C(=C(N1)C1=CC=CC=C1)C1=CC=CC=C1)N1C(=NC(=C1C1=CC=CC=C1)C1=CC=CC=C1)C1=C(C=CC=C1)Cl